C(C)(C)C1=C(NC2=CC=C(C=C12)[C@H]1OCC(N(C1)CC(=O)N(C)C)(C)C)C=1C=C(C=2N(C1)N=CN2)C |r| racemic-2-(2-(3-isopropyl-2-(8-methyl-[1,2,4]triazolo[1,5-a]pyridin-6-yl)-1H-indol-5-yl)-5,5-dimethylmorpholino)-N,N-dimethylacetamide